COC(=O)C=1NC=CC1Cl 3-Chloro-1H-pyrrole-2-carboxylic acid methyl ester